(1R,2S)-2-{3-[(2,3-dihydro-1-benzofuran-7-yl)amino]-1H-indazol-6-yl}-5'-methoxyspiro[cyclopropane-1,3'-indol]-2'(1H)-one O1CCC2=C1C(=CC=C2)NC2=NNC1=CC(=CC=C21)[C@@H]2C[C@@]21C(NC2=CC=C(C=C12)OC)=O